4-isopropyl-1-azabicyclo[2.2.2]octan-3-one hydrochloride Cl.C(C)(C)C12C(CN(CC1)CC2)=O